C(C)(=O)NC1=NC=CC(=C1)C1=C(N=C(N1)SC)C1=C(C=CC=C1)NC(=O)C=1OC=CC1 N-(2-(5-(2-acetamidopyridin-4-yl)-2-(methylthio)-1H-imidazol-4-yl)phenyl)furan-2-carboxamide